ClC1=NC=NC=2C=C3C(=CC12)OCO3 8-Chloro-2H-[1,3]dioxolo[4,5-g]quinazoline